C(C)(C)C1=C(C=CC=C1)C1N(CCNC1=O)C1CC2(C1)CCN(CC2)C(=O)OC(C)(C)C tert-butyl 2-(2-(2-isopropylphenyl)-3-oxopiperazin-1-yl)-7-azaspiro[3.5]nonane-7-carboxylate